ClC1=CN=C2N1C=C(C=N2)C=2C=CN1N=C(N=CC12)N[C@@H]1CC[C@H](CC1)N trans-N1-(5-(3-chloroimidazo[1,2-a]pyrimidin-6-yl)pyrrolo[2,1-f][1,2,4]triazin-2-yl)cyclohexane-1,4-diamine